Methyl (S)-2-((1,3-dicarbonylisoindol-2-yl)methyl)morpholine-4-carboxylate C(=O)=C1N(C(C2=CC=CC=C12)=C=O)C[C@H]1CN(CCO1)C(=O)OC